C(C=CCCCCCCC)O 2-decene-1-ol